Cyclopropyl-[3-[(1S,3R)-3-[[4-(oxetan-3-yloxy)-5-(trifluoromethyl)pyrimidin-2-yl]amino]cyclohexyl]-[1,2,4]triazolo[4,3-a]pyridin-7-yl]methanol C1(CC1)C(O)C1=CC=2N(C=C1)C(=NN2)[C@@H]2C[C@@H](CCC2)NC2=NC=C(C(=N2)OC2COC2)C(F)(F)F